COCCN1C(=NC=C1)C=1N=C(C2=C(N1)SC=C2)NCCCCCCNC2=CC(=C(C=C2)N2CCNCC2)C N1-(2-(1-(2-methoxyethyl)-1H-imidazol-2-yl)thieno[2,3-d]pyrimidin-4-yl)-N6-(3-methyl-4-(piperazin-1-yl)phenyl)hexane-1,6-diamine